di-tert-butyl-(2R,4R)-4-((6'-chloro-3'-fluoro-[2,4'-bipyridine]-2'-yl)methyl)-2-methylpiperidine-1,4-dicarboxylic acid C(C)(C)(C)C1[C@](N(CC[C@@]1(C(=O)O)CC1=NC(=CC(=C1F)C1=NC=CC=C1)Cl)C(=O)O)(C)C(C)(C)C